BrCC(=O)C1=NC=C(C=C1)C 2-bromo-1-(5-methylpyridin-2-yl)ethanone